3-(N-(4-chloro-5-(1-methyl-1,2,4-triazol-5-yl)-2-(pyrrol-1-yl)phenyl)sulfamoyl)-4-cyclopropylbenzoic Acid ClC1=CC(=C(C=C1C1=NC=NN1C)NS(=O)(=O)C=1C=C(C(=O)O)C=CC1C1CC1)N1C=CC=C1